Pyroglutamyl-glutamyl-proline amide N1[C@@H](CCC1=O)C(=O)N[C@@H](CCC(=O)O)C(=O)N1[C@@H](CCC1)C(=O)N